4-(2-hydroxyethyl)-2-methylene-1-(tris(trimethylsiloxy)silylpropyl)butane OCCCCC(CCCC[Si](O[Si](C)(C)C)(O[Si](C)(C)C)O[Si](C)(C)C)=C